FCC(CN(CCC(C(=O)O)NC(CN1C(C2=CC=CC=C2CC1)=O)=O)CCCCC1=NC=2NCCCC2C=C1)OC 4-[[3-fluoro-2-methoxy-propyl]-[4-(5,6,7,8-tetrahydro-1,8-naphthyridin-2-yl)butyl]amino]-2-[[2-(1-oxo-3,4-dihydroisoquinolin-2-yl)acetyl]amino]butanoic acid